NC1CCC(CC1)NC(=O)C1=C(C=C(C=C1)NC(=O)C=1N(C(=CN1)C=1C(=NN(C1)CC#N)C(F)(F)F)C)Cl N-[4-[(4-aminocyclohexyl)carbamoyl]-3-chlorophenyl]-5-[1-(cyanomethyl)-3-(trifluoromethyl)pyrazol-4-yl]-1-methylimidazole-2-carboxamide